7-(1,1-Difluoro-2-hydroxyethyl)-1-(4-fluoro-2-methylphenyl)-3-(6-methoxy-2-methylpyridin-3-yl)-2,3-dihydroquinazolin-4(1H)-one Sodium borohydride [BH4-].[Na+].FC(CO)(F)C1=CC=C2C(N(CN(C2=C1)C1=C(C=C(C=C1)F)C)C=1C(=NC(=CC1)OC)C)=O